methyl 3-(1-(4-cyanophenyl)-5-(4,4-difluoropiperidine-1-carbonyl)-1H-pyrrolo[2,3-b]pyridin-2-yl)propanoate C(#N)C1=CC=C(C=C1)N1C(=CC=2C1=NC=C(C2)C(=O)N2CCC(CC2)(F)F)CCC(=O)OC